COC1=CC=C(CN2C(C(CCC2=O)N2C(N(C3=C2C=C(C=C3N3CCC(CC3)N(C(OC(C)(C)C)=O)C)C)C)=O)=O)C=C1 Tert-butyl (1-(1-(1-(4-methoxybenzyl)-2,6-dioxopiperidin-3-yl)-3,6-dimethyl-2-oxo-2,3-dihydro-1H-benzo[d]imidazol-4-yl)piperidin-4-yl)(methyl)carbamate